BrC1=NN(C=2C1=NC(=CC2C(C#N)(C)C)N2[C@@H](COCC2)C)C([2H])([2H])[2H] 2-(3-bromo-5-((3R)-3-methylmorpholin-4-yl)-1-(trideuteromethyl)pyrazolo[4,3-b]pyridin-7-yl)-2-methyl-propionitrile